C(CC)[O-].C(CC)[O-].C(CC)[O-].C(CC)[O-].[Zr+4] zirconium tetra-n-propanolate